IC1=C(C(=CC=C1)CC(=O)O)CC(=O)O.C(C)(=O)O.C(C)(=O)O.IC1=CC=CC=C1 Iodobenzene diacetate (iodobenzenediacetate)